FC(C(=O)NC=1SC(=CN1)C1=NC(=NC=C1C(F)(F)F)NC1CCN(CC1)S(=O)(=O)C)(F)F 2,2,2-Trifluoro-N-[5-[2-[(1-methylsulfonylpiperidin-4-yl)amino]-5-(trifluoromethyl)pyrimidin-4-yl]-1,3-thiazol-2-yl]acetamide